1-(4-((6,7-dimethoxyquinolin-4-yl)amino)phenyl)-3-(3-fluorophenyl)urea COC=1C=C2C(=CC=NC2=CC1OC)NC1=CC=C(C=C1)NC(=O)NC1=CC(=CC=C1)F